6-bromo-4-(phenylamino)quinoline-3-carboxylic acid ethyl ester C(C)OC(=O)C=1C=NC2=CC=C(C=C2C1NC1=CC=CC=C1)Br